ClC(OC1=CC=C(C=C1)NC(=O)C1=CN(C(C=C1)=O)C1=NN(C=C1)C)(F)F N-[4-(Chlorodifluoromethoxy)phenyl]-1-(1-methyl-1H-pyrazol-3-yl)-6-oxo-1,6-dihydropyridine-3-carboxamide